(3-((1R,4S)-4-((Dimethylamino)methyl)-cyclohexyl)-1,2,3-oxadiazol-3-ium-5-yl)((3-((S)-2-phenylpropanamido)-5-(trifluoromethyl)-phenyl)carbamoyl)amide CN(C)CC1CCC(CC1)[N+]1=NOC(=C1)[N-]C(NC1=CC(=CC(=C1)C(F)(F)F)NC([C@@H](C)C1=CC=CC=C1)=O)=O